CNC(OC=1OC2=C(C1)C=C(C=C2C2=CC=C(C=C2)C(=O)N2CCC(CC2)(F)F)C(F)(F)F)=O (7-(4-(4,4-Difluoropiperidine-1-carbonyl) phenyl)-5-(trifluoromethyl) benzofuran-2-yl) methylcarbamate